[(1S)-1-[5-[2-[[4-[[5-chloro-4-[6-[(4-cyanotetrahydropyran-4-yl)methylamino]-2-pyridyl]-2-pyridyl]amino]cyclohexyl]amino]propoxymethyl]tetrazol-1-yl]ethyl]ethyl carbonate C(OCC[C@H](C)N1N=NN=C1COCC(C)NC1CCC(CC1)NC1=NC=C(C(=C1)C1=NC(=CC=C1)NCC1(CCOCC1)C#N)Cl)([O-])=O